8-cyclobutyl-12-ethyl-4-oxa-8,12-diazadispiro[2.1.5.3]tridecan-13-one C1(CCC1)N1CCC2(OC3(CC3)C(N(C2)CC)=O)CC1